4-chloro-2-(9-phenyl-9H-carbazol-3-yl)benzo[4,5]Thieno[3,2-d]Pyrimidine ClC=1C2=C(N=C(N1)C=1C=CC=3N(C4=CC=CC=C4C3C1)C1=CC=CC=C1)C1=C(S2)C=CC=C1